Tert-butyl 5-methyl-6-oxo-5,6-dihydro-4h-imidazo[1,5-a]thieno[2,3-f][1,4]diazepine-3-carboxylate CN1CC=2N(C3=C(C1=O)SC=C3)C=NC2C(=O)OC(C)(C)C